(R)-4-(1-(1-(but-2-ynoyl)piperidin-3-yl)-1H-pyrazolo[4,3-c]pyridin-3-yl)-N-(pyridin-2-yl)benzamide C(C#CC)(=O)N1C[C@@H](CCC1)N1N=C(C=2C=NC=CC21)C2=CC=C(C(=O)NC1=NC=CC=C1)C=C2